4-Chloro-2-((furan-2-ylmethyl)amino)-5-(methylcarbamoyl)benzoic Acid ClC1=CC(=C(C(=O)O)C=C1C(NC)=O)NCC=1OC=CC1